lignoceryl ether C(CCCCCCCCCCCCCCCCCCCCCCC)OCCCCCCCCCCCCCCCCCCCCCCCC